tert-Butyl ((S)-1-(3-((R)-2-methylbut-3-enamido)-[2,4'-bipyridin]-2'-yl)but-3-en-1-yl)carbamate C[C@@H](C(=O)NC=1C(=NC=CC1)C1=CC(=NC=C1)[C@H](CC=C)NC(OC(C)(C)C)=O)C=C